NC1=NC=C(C=C1O[C@H](C)C=1C=C(C=CC1)NC(C1=C(C=CC(=C1)Cl)Cl)=O)Cl (R)-N-(3-(1-((2-Amino-5-chloropyridin-3-yl)oxy)ethyl)phenyl)-2,5-dichlorobenzamid